BrC1=C(C(=C2C=NC(=NC2=C1F)OCC1(CC1)CN1CCOCC1)OC)F 7-bromo-6,8-difluoro-5-methoxy-2-((1-(morpholinomethyl)cyclopropyl)methoxy)quinazolin